OC1(CCCCC1)CCNC=1C=C2C(=CC=NC2=CC1)C(=O)OC(C)(C)C tert-Butyl 6-((2-(1-hydroxycyclohexyl)ethyl)amino)quinoline-4-carboxylate